ClC1=CC(=C(C=C1)C1=NC(=CC=2N=C(N(C(C21)=O)C)C)N2C[C@@H](OCC2)C2=CC(=NC=C2)Cl)F 5-(4-chloro-2-fluoro-phenyl)-7-((2S)-2-(2-chloro-4-pyridinyl)-4-morpholinyl)-2,3-dimethylpyrido[4,3-d]-pyrimidin-4(3H)-one